C(C)(C)(C)[Si](OC1C(COC1)C(=O)N(C)OC)(C1=CC=CC=C1)C1=CC=CC=C1 4-[tert-butyl-(diphenyl)silyl]oxy-N-methoxy-N-methyl-tetrahydrofuran-3-carboxamide